fluorothiophosphoryl dichloride FP(=S)(Cl)Cl